methyl 3H-imidazo[4,5-b]pyridine-7-carboxylate N1=CNC2=NC=CC(=C21)C(=O)OC